ClC=1C(=C(C=CC1)NCC(=O)N1[C@@H]2CC([C@H]([C@@H]1C(=O)N[C@@H](C[C@@H]1C(NCC1)=O)\C=C(\S(=O)(=O)C)/F)CC2)(F)F)C (1S,3R,4S)-2-((3-chloro-2-methylphenyl)glycyl)-5,5-difluoro-N-((S,E)-4-fluoro-4-(methylsulfonyl)-1-((R)-2-oxopyrrolidin-3-yl)but-3-en-2-yl)-2-azabicyclo[2.2.2]octane-3-carboxamide